C[Si](C#CC(C1=CC=CC=C1)Br)(C)C 2-trimethylsilyl-ethynyl-benzyl bromide